C(CN(C(OC1=C(C2=CC=CC=C2C=C1)C1=C(C2=CC=CC=C2C(=C1)NS(=O)(=O)C1=CC=C(C=C1)OC)O)=O)C)N(C(OC(C)(C)C)=O)C Tert-butyl (1'-hydroxy-4'-((4-methoxyphenyl)sulfonamido)-[1,2'-binaphthalen]-2-yl) ethane-1,2-diylbis(methylcarbamate)